7-morpholino-3H-1,3,4-triazaindene O1CCN(CC1)C=1C=CN=C2NC=NC12